magnesium monophosphate P(=O)([O-])([O-])O.[Mg+2]